3-[[1-[2-fluoro-6-methoxy-4-(trifluoromethyl)phenyl]pyrido[3,4-d]pyridazin-4-yl]amino]-1-methyl-piperidin-2-one FC1=C(C(=CC(=C1)C(F)(F)F)OC)C1=C2C(=C(N=N1)NC1C(N(CCC1)C)=O)C=NC=C2